COC=1C=C(C(=O)OC)C=C(C1)OC Methyl 3,5-dimethoxy-benzoate